C(C)(C)(C)S(=O)N[C@@H]1C=2C(=NC(=CC2)C)CC12CCN(CC2)C(=O)OC(C)(C)C tert-butyl (5S)-5-((tert-butylsulfinyl)amino)-2-methyl-spiro[5,7-dihydrocyclopenta[b]pyridine-6,4'-piperidine]-1'-carboxylate